acrylamide, ammonium salt [NH4+].C(C=C)(=O)[NH-]